1-(5-(2-fluoro-3-nitrophenyl)-2-methyl-2H-1,2,3-triazol-4-yl)-N-methyl-d2-amine FC1=C(C=CC=C1[N+](=O)[O-])C=1C(=NN(N1)C)C(N)([2H])[2H]